3-chloro-5-methylsulfonyl-N-[1-(3-pyrazin-2-ylpyrazin-2-yl)ethyl]benzamide ClC=1C=C(C(=O)NC(C)C2=NC=CN=C2C2=NC=CN=C2)C=C(C1)S(=O)(=O)C